COC(C(C=C)(C)N=CC1=CC(=CC(=C1)C(F)(F)F)C(F)(F)F)=O methyl-2-((3,5-bis(trifluoromethyl) benzylidene) amino)-2-methylbut-3-enoate